C(C)N1CCN(CC1)C1=CC(=C(C=C1)NC1=NC=C(C(=N1)NCCCN1C(CCCC1)=O)C(F)(F)F)C(C)C 1-(3-((2-((4-(4-ethylpiperazin-1-yl)-2-isopropylphenyl)amino)-5-(trifluoromethyl)pyrimidin-4-yl)amino)propyl)piperidin-2-one